Pentamethylcyclopentadienyl-(1-n-propyl-benzo[f]indenyl)hafnium CC1=C(C(=C(C1([Hf]C=1CC=2C=C3C(=CC2C1CCC)C=CC=C3)C)C)C)C